(S)-N-((S)-1-cyano-2-(4'-cyano-3-fluoro-3'-(trifluoromethyl)-[1,1'-biBenzene]-4-yl)ethyl)-1,4-oxazepine-2-carboxamide C(#N)[C@H](CC1=C(C=C(C=C1)C1=CC(=C(C=C1)C#N)C(F)(F)F)F)NC(=O)C=1OC=CC=NC1